N-[4-(1,4-diazepan-1-yl)-6-(pyrrolidin-1-yl)pyrimidin-2-yl]-1-(propan-2-yl)-1H-pyrazolo[4,3-c]pyridin-6-amine N1(CCNCCC1)C1=NC(=NC(=C1)N1CCCC1)NC1=CC2=C(C=N1)C=NN2C(C)C